F[C@H]1[C@@H](CN(CC1)C1=CC(=NC=C1C=1C=NN(C1)C1CCOCC1)NC1=NC(=NC=C1)C1=C(C=CC=C1OC)F)O (3R,4R)-4-fluoro-1-(2-((2-(2-fluoro-6-methoxyphenyl)pyrimidin-4-yl)amino)-5-(1-(tetrahydro-2H-pyran-4-yl)-1H-pyrazol-4-yl)pyridin-4-yl)piperidin-3-ol